tert-butyl ((3S,6R)-6-(fluoromethyl)tetrahydro-2H-pyran-3-yl)carbamate FC[C@H]1CC[C@@H](CO1)NC(OC(C)(C)C)=O